γ-glutamyl-cysteine N[C@@H](CCC(=O)N[C@@H](CS)C(=O)O)C(=O)O